COC1=CC=C(C=N1)NC(OCC1OC2=C(C3=C(N=C(S3)C3=C4N=CC(=NC4=CC(=C3)C=C)OC)C(=C2)C)OC1)=O (2-(2-methoxy-7-vinylquinoxalin-5-yl)-4-methyl-7,8-dihydro-[1,4]dioxino[2',3':3,4]benzo[1,2-d]thiazol-7-yl)methyl (6-methoxypyridin-3-yl)carbamate